N[C@@H]1CN(C[C@H]1OC)C=1C=C2C(=NC1)C1(CN(C1)C[C@H]1CN(C[C@H](O1)C)C1=C3C=CC(=NC3=C(C=C1)C#N)[2H])OC2 5-[(2S,6R)-2-[[3-[(3R,4R)-3-amino-4-methoxy-pyrrolidin-1-yl]spiro[5H-furo[3,4-b]pyridine-7,3'-azetidine]-1'-yl]methyl]-6-methyl-morpholin-4-yl]-2-deuterio-quinoline-8-carbonitrile